C(CC1=CC=CC=C1)NS(=O)(=O)C1=CC=C(C=C1)NC(C1=CC(=CC=C1)B1OC(C(O1)(C)C)(C)C)=O N-(4-(N-Phenethylsulfamoyl)phenyl)-3-(4,4,5,5-tetramethyl-1,3,2-dioxaborolan-2-yl)benzamide